C(N)(=O)C1=NN(C2=CC=C(C=C12)NC(OC(C)(C)C)=O)CC(=O)N([C@@H](CO)C)CC(=O)NCC1=C(C(=CC=C1)Cl)F (R)-tert-butyl (3-carbamoyl-1-(2-((2-((3-chloro-2-fluorobenzyl)amino)-2-oxo ethyl)(1-hydroxy propan-2-yl)amino)-2-oxoethyl)-1H-indazol-5-yl)carbamate